CC1CN(CC(O1)C)C=1C2=C(N=CN1)SC(=N2)C=2C=C(C(=NC2)OC)NS(=O)(=O)C2=C(C=C(C=C2)F)F N-(5-(7-(2,6-dimethylmorpholinyl)thiazolo[5,4-d]pyrimidin-2-yl)-2-methoxypyridin-3-yl)-2,4-difluorobenzenesulfonamide